tertiary butyl 4-(1-(4-((5-chloro-4-((2-(N-methylmethylsulfonamido)phenyl)amino)pyrimidin-2-yl)amino)-2-fluorophenyl)piperidin-4-yl)piperazin-1-carboxylate ClC=1C(=NC(=NC1)NC1=CC(=C(C=C1)N1CCC(CC1)N1CCN(CC1)C(=O)OC(C)(C)C)F)NC1=C(C=CC=C1)N(S(=O)(=O)C)C